2'-phenyl-(4,8'-biisoquinolin)-1'(2'H)-one C1(=CC=CC=C1)N1C(C2=C(C=CC=C2C=C1)C1=CN=CC2=CC=CC=C12)=O